ClC=1C(=CC(=NC1)NC1CCNCC1)C=1N=C(SC1)NCC1(CCOCC1)C#N 4-(((4-(5-chloro-2-(piperidin-4-ylamino)pyridin-4-yl)thiazol-2-yl)amino)methyl)tetrahydro-2H-pyran-4-carbonitrile